CC=1C=C(C=CC1OC1=CC2=C(N(C=N2)C)C=C1)NC1=NC=NC2=C1N=C(N=C2)N2CCN(CC2)C(=O)OC(C)(C)C tert-butyl 4-(8-((3-methyl-4-((1-methyl-1H-benzo[d]imidazol-5-yl)oxy)phenyl)amino)pyrimido[5,4-d]pyrimidin-2-yl)piperazine-1-carboxylate